CO[C@H]1[C@H](N(CC1)C(=O)OC(C)(C)C)C(=O)OC O1-tert-Butyl O2-methyl (2S,3R)-3-methoxypyrrolidine-1,2-dicarboxylate